2-[(3R)-1-[2-ethyl-6-(1-methyl-5-{[3-methyl-4-(2-methylpropyl)-2-oxo-2,3-dihydro-1H-imidazol-1-yl]methyl}-1H-1,2,3-triazol-4-yl)pyridin-3-yl]-5,5-difluoropiperidin-3-yl]acetic acid C(C)C1=NC(=CC=C1N1C[C@@H](CC(C1)(F)F)CC(=O)O)C=1N=NN(C1CN1C(N(C(=C1)CC(C)C)C)=O)C